CN1C2=C(C=3C=CC(=CC13)OC1=CC=C3C(=N1)C=NN3C3OCCCC3)C=NN(C2=O)CC2=NC(=CC=C2)C 5-methyl-3-((6-methylpyridin-2-yl)methyl)-7-((1-(tetrahydro-2H-pyran-2-yl)-1H-pyrazolo[4,3-b]pyridin-5-yl)oxy)-3,5-dihydro-4H-pyridazino[4,5-b]indol-4-one